(S)-N-((R)-(4-chloro-2-hydroxy-5-methylphenyl)(1-((R)-2,2-dimethyl-1,3-dioxolane-4-carbonyl)piperidin-4-yl)methyl)-2-methylpropane-2-sulfinamide ClC1=CC(=C(C=C1C)[C@H](N[S@@](=O)C(C)(C)C)C1CCN(CC1)C(=O)[C@@H]1OC(OC1)(C)C)O